C(C)(=O)NC1=NC=2C(=NC=C(C2)C(=O)OC)N1C1=CC=C(C=C1)OC methyl 2-acetamido-3-(4-methoxyphenyl)-3H-imidazo[4,5-b]pyridine-6-carboxylate